ClC1=C(C=C(C=C1)N1N=C(N=C1CNC(N(C)CC1=NC(=NN1C1=CC=C2C=CC=NC2=C1)C1CC1)=O)C)F 3-{[1-(4-chloro-3-fluorophenyl)-3-methyl-1H-1,2,4-triazol-5-yl]methyl}-1-{[3-cyclopropyl-1-(quinolin-7-yl)-1H-1,2,4-triazol-5-yl]methyl}-1-methylurea